8-isopropyl-N4-(4-(pyridazin-3-yl)benzyl)-N2-(tetrahydro-2H-pyran-4-yl)pyrazolo[1,5-a][1,3,5]triazine-2,4-diamine C(C)(C)C=1C=NN2C1N=C(N=C2NCC2=CC=C(C=C2)C=2N=NC=CC2)NC2CCOCC2